3'-[2(Z)-[1-(3,4-Dimethylphenyl)-3-methyl-5-oxo-4,5-dihydro-1H-pyrazol-4-ylidene]hydrazino]-2'-hydroxybiphenyl-3-carboxylic acid CC=1C=C(C=CC1C)N1N=C(/C(/C1=O)=N/NC=1C(=C(C=CC1)C1=CC(=CC=C1)C(=O)O)O)C